C(C)(C)(C)OC(=O)N1C(OC[C@@H]1C=O)(C)C (R)-4-formyl-2,2-dimethyloxazolidine-3-carboxylic acid tert-butyl ester